1-(3'-Bromo-[1,1'-biphenyl]-3-yl)benzo[4,5]thiochromene BrC=1C=C(C=CC1)C1=CC(=CC=C1)S1CC=CC2=CC=C3C(=C12)C=CC=C3